FC=1C(=C2C(=NC1)N(N=C2)COCC[Si](C)(C)C)I 2-[(5-fluoro-4-iodo-pyrazolo[3,4-b]pyridin-1-yl)methoxy]ethyl-trimethyl-silane